C(CCC)OC(=O)N1C2(C(N(C2C)[C@H](C(=O)NCC2=CC=C(C=C2)F)[C@@H](C)O)=O)CCC1C butyl-2-((2S,3R)-1-((4-fluorobenzyl)amino)-3-hydroxy-1-oxobutan-2-yl)-1,6-dimethyl-3-oxo-2,5-diazaspiro[3.4]octane-5-carboxylate